4-amino-N-((6-chloro-3-pyridazinyl)methyl)-N-((1R)-1-(2-pyrimidinyl)ethyl)-1,3-dihydrofuro[3,4-c]quinoline-8-carboxamide NC1=NC=2C=CC(=CC2C2=C1COC2)C(=O)N([C@H](C)C2=NC=CC=N2)CC=2N=NC(=CC2)Cl